C1(CCCC1)N1N=CC(=C1)NC=1N=C(C2=C(N1)NC=C2)N[C@@H]2CC[C@@H](N(C2)C(C=C)=O)C 1-((2S,5R)-5-((2-((1-cyclopentyl-1H-pyrazol-4-yl)amino)-7H-pyrrolo[2,3-d]pyrimidin-4-yl)amino)-2-methylpiperidin-1-yl)prop-2-en-1-one